BrC1=CC2=C(NC(C3N(C2=O)CCN(C3)C(COC3=CC=CC=C3)=O)=O)C=C1 8-bromo-2-(2-phenoxyacetyl)-1,3,4,12a-tetrahydrobenzo[e]pyrazino[1,2-a][1,4]diazepine-6,12(2H,11H)-dione